(2R,3S,E)-N,N-bis(4-methoxybenzyl)-3-methyl-6-(4,4,5,5-tetramethyl-1,3,2-dioxaborolan-2-yl)hex-5-ene-2-sulfonamide COC1=CC=C(CN(S(=O)(=O)[C@H](C)[C@H](C\C=C\B2OC(C(O2)(C)C)(C)C)C)CC2=CC=C(C=C2)OC)C=C1